ethyl-3-amino-1-benzyl-1H-pyrazol-5-carboxylate C(C)OC(=O)C1=CC(=NN1CC1=CC=CC=C1)N